C(C)(C)(C)C(C(=O)[O-])(C)CC.[Mg+2].FC1=C(C(=CC(=C1F)F)F)[B-](C1=C(C(=C(C=C1F)F)F)F)(C1=C(C(=C(C=C1F)F)F)F)C1=C(C(=C(C=C1F)F)F)F.C(C)[SiH](CC)CC triethylsilane tetrakis(2,3,4,6-tetrafluorophenyl)borate magnesium 2-(tert-butyl)-2-ethylpropanoate